2-(4-(pyridin-3-yloxy)piperidin-1-yl)acetamide N1=CC(=CC=C1)OC1CCN(CC1)CC(=O)N